(R or S)-5-(2-(3-((1,1-difluoroethoxy)methyl)-3-(2-(5-fluorothiophen-2-yl)ethyl)pyrrolidin-1-yl)propan-2-yl)-2-methylpyridine FC(C)(OC[C@]1(CN(CC1)C(C)(C)C=1C=CC(=NC1)C)CCC=1SC(=CC1)F)F |o1:5|